Piperidine-1-Benzoic acid benzyl ester C(C1=CC=CC=C1)OC(C1=CC=CC=C1N1CCCCC1)=O